hydroxybenzoacenaphthene OC1CC2=CC=CC3=CC4=C(C1=C23)C=CC=C4